[Cl-].[Cl-].C[Si](=[Zr+2](C1C=CC=C1)C=1C(=CC=2C1SC(C2)C)C)C dimethylsilylene(2,5-dimethyl-cyclopenta[2,3-b]thiophen-6-yl)(cyclopentadienyl)zirconium dichloride